N-(3-(5-chloro-2-(difluoromethoxy)phenyl)-1H-pyrazol-4-yl)-5-methylpyrazolo[1,5-a]pyrimidine-3-carboxamide ClC=1C=CC(=C(C1)C1=NNC=C1NC(=O)C=1C=NN2C1N=C(C=C2)C)OC(F)F